4-((4-methoxybenzyl)amino)-7-(pyridazin-3-yl)pyrrolo[1,2-a]quinoxaline-2-carboxylic acid ethyl ester C(C)OC(=O)C=1C=C2N(C3=CC=C(C=C3N=C2NCC2=CC=C(C=C2)OC)C=2N=NC=CC2)C1